2-((1-(3-(4-fluorophenyl)-2,7-dimethylquinolin-5-yl)ethyl)amino)benzoic acid FC1=CC=C(C=C1)C=1C(=NC2=CC(=CC(=C2C1)C(C)NC1=C(C(=O)O)C=CC=C1)C)C